CC1=CC=C(C=C1)C1=CC(=CC=C1S(=O)(=O)C)S(=O)(=O)C1=CN=C(S1)CNC(OC(C)(C)C)=O tert-butyl ((5-((4'-methyl-6-(methylsulfonyl)-[1,1'-biphenyl]-3-yl)sulfonyl)thiazol-2-yl)methyl)carbamate